ClC=1C(=CC=C2C=CC=C(C12)C=1C=CC2C(=C(C(=NC2C1)OCC12CCCN2CCC1)CC#N)N1C[C@@H](N(CC1)C(C(=C)F)=O)CC#N)F 7-(8-chloro-7-fluoronaphthalen-1-yl)-4-((S)-3-(cyanomethyl)-4-(2-fluoroacryloyl)piperazin-1-yl)-2-((tetrahydro-1H-pyrrolizin-7a(5H)-yl)methoxy)-4a,8a-dihydroquinoline-3-acetonitrile